NC=1SC2=C(N1)C=CC=C2O 2-Amino-1,3-benzothiazol-7-ol